COC([C@H](C(C)C)NC([C@H](CCC(=O)OC(C)(C)C)NC([C@H](CC(C)C)NC(=O)[C@H]1NCCC1)=O)=O)=O tert-Butyl (S)-5-(((S)-1-methoxy-3-methyl-1-oxobutan-2-yl)amino)-4-((S)-4-methyl-2-((S)-pyrrolidine-2-carboxamido) pentanamido)-5-oxopentanoate